(2R,3S,5R)-5-(6-amino-2-fluoro-9H-purin-9-yl)-2-ethynyl-2-((({((S)-1-(octadecyloxy)-1-oxo-3-phenylpropan-2-yl)amino}(phenoxy)phosphoryl)oxy)methyl)tetrahydrofuran-3-yl decanoate C(CCCCCCCCC)(=O)O[C@@H]1[C@](O[C@H](C1)N1C2=NC(=NC(=C2N=C1)N)F)(COP(=O)(OC1=CC=CC=C1)N[C@H](C(=O)OCCCCCCCCCCCCCCCCCC)CC1=CC=CC=C1)C#C